BrCC1=C(C(=O)[O-])C=C(C=C1Cl)F 2-(bromomethyl)-3-chloro-5-fluorobenzoate